4-(3,4-difluorophenoxy)-1H-1,2,3-triazole-5-carboxylic acid FC=1C=C(OC=2N=NNC2C(=O)O)C=CC1F